3-[(Pyridin-3-yl)amino]benzaldehyde N1=CC(=CC=C1)NC=1C=C(C=O)C=CC1